(S)-3-Methyl-6-(1'-methyl-3H-spiro[benzofuran-2,4'-piperidin]-6-yl)-3,4-dihydropyridine-1(2H)-carboxylic acid tert-butyl ester C(C)(C)(C)OC(=O)N1C[C@H](CC=C1C1=CC2=C(CC3(CCN(CC3)C)O2)C=C1)C